di(heptyl-nonyl) phosphate P(=O)(OC(CCCCCCCC)CCCCCCC)(OC(CCCCCCCC)CCCCCCC)[O-]